4-chloro-2-((cis)-3-hydroxy-3-methylcyclobutyl)-1-((2-(trimethylsilyl)ethoxy)methyl)-1H-benzo[d]imidazol-6-ol ClC1=CC(=CC=2N(C(=NC21)C2CC(C2)(C)O)COCC[Si](C)(C)C)O